C(CCC)N(C(OC(C)(C)C)=O)C=1C=C(C(=CC1)C(NC=1SC(=C(N1)C(F)(F)F)[N+](=O)[O-])=O)C1=CC=CC=C1 tert-butyl butyl(6-((5-nitro-4-(trifluoromethyl)thiazol-2-yl)carbamoyl)-[1,1'-biphenyl]-3-yl)carbamate